3-(cyanomethyl)-4-methoxy-benzoic acid methyl ester COC(C1=CC(=C(C=C1)OC)CC#N)=O